ClC1=NC=C(C(=N1)Cl)CS(=O)(=O)C 2,4-dichloro-5-(mesylmethyl)pyrimidine